ethyl 2-(2-[2-[2-([1-[5-chloro-4-([1-methyl-3-[(methylcarbamoyl)methoxy]-2-oxo-1,2-dihydroquinolin-6-yl]amino)pyrimidin-2-yl]piperidin-4-yl]oxy)ethoxy]ethoxy]ethoxy)acetate ClC=1C(=NC(=NC1)N1CCC(CC1)OCCOCCOCCOCC(=O)OCC)NC=1C=C2C=C(C(N(C2=CC1)C)=O)OCC(NC)=O